COC[C@H](C1=CC=C(C=C1)C#C[Si](C)(C)C)NC(OC(C)(C)C)=O (S)-tert-butyl (2-methoxy-1-(4-((trimethylsilyl)ethynyl)phenyl)ethyl)carbamate